(S)-2-(1-(5-(6-chloro-3-(1H-imidazol-1-yl)-5-methoxy-1-methyl-1H-pyrrolo[3,2-b]pyridin-2-yl)-4H-1,2,4-triazol-3-yl)-2,2,2-trifluoroethoxy)ethan-1-ol ClC=1C=C2C(=NC1OC)C(=C(N2C)C=2NC(=NN2)[C@@H](C(F)(F)F)OCCO)N2C=NC=C2